FC(OC1=C(C=C(C=C1)OC=1C=NN(C1)[C@@H]1CN(CC[C@H]1O)C)C1=NN(C=C1NC(=O)C=1C=NN2C1N=CC=C2)C)F |r| N-[3-[2-(difluoromethoxy)-5-[1-[rac-(3R,4R)-4-hydroxy-1-methyl-3-piperidyl]pyrazol-4-yl]oxy-phenyl]-1-methyl-pyrazol-4-yl]pyrazolo[1,5-a]pyrimidine-3-carboxamide